C(C)(C)(C)NC(=O)C1=NC(=CC=C1OC)NC1=CC(=C(C(=C1)F)Cl)F N-tert-butyl-6-(4-chloro-3,5-difluoro-anilino)-3-methoxy-pyridine-2-carboxamide